perfluoromethylvinyl ether FC(=C(C(F)(F)F)F)OC(=C(F)C(F)(F)F)F